ClC1=CC=C(C(=N1)N1N=C(C=C1CC)C(F)F)C(C)=O 1-[6-chloro-2-[3-(difluoromethyl)-5-ethyl-pyrazol-1-yl]-3-pyridyl]ethanone